2-[2-[2-(8-chloro-4-oxo-chromen-2-yl)-3-fluoro-5-methyl-phenoxy]ethylamino]-2-oxo-acetic acid ClC=1C=CC=C2C(C=C(OC12)C1=C(OCCNC(C(=O)O)=O)C=C(C=C1F)C)=O